9-benzyl-1-methyl-1,3,4,9-tetrahydro-2H-pyrido[3,4-b]Indole-2-carboxylic acid tert-butyl ester C(C)(C)(C)OC(=O)N1C(C=2N(C3=CC=CC=C3C2CC1)CC1=CC=CC=C1)C